tert-butyl(2-((tert-butoxycarbonyl)(methyl)amino)ethyl) glycinate NCC(=O)OCC(N(C)C(=O)OC(C)(C)C)C(C)(C)C